N-phenyl-2,2'-bipyridine-6-carboxamide C1(=CC=CC=C1)NC(=O)C1=CC=CC(=N1)C1=NC=CC=C1